(-)-1-(5-(4-(4-(6-(1,1-difluoro-2-(3-fluorophenyl)-2-hydroxy-3-(1H-tetrazol-1-yl)propyl)pyridin-3-yl)phenyl)piperazin-1-yl)pyridin-2-yl)-3,3,3-trifluoropropan-1-ol FC(C(CN1N=NN=C1)(O)C1=CC(=CC=C1)F)(F)C1=CC=C(C=N1)C1=CC=C(C=C1)N1CCN(CC1)C=1C=CC(=NC1)C(CC(F)(F)F)O